FC1=C(C=C(C=C1)OC(F)(F)F)C#CC=1C=NC=CC1N 3-{[2-fluoro-5-(trifluoromethoxy)phenyl]ethynyl}pyridin-4-amine